4-chloro-2-(2-isopropylphenyl)pyrido[2,3-d]pyrimidine ClC=1C2=C(N=C(N1)C1=C(C=CC=C1)C(C)C)N=CC=C2